(1s,4s)-4-(aminomethyl)cyclohexane-1-carboxylic acid NCC1CCC(CC1)C(=O)O